NC1=NC2=C(C3=CN=CC=C13)C=C(C=C2)C(=O)N(C2CCC1=CC(=CC=C21)C(F)(F)F)CC2CCC2 5-amino-N-(cyclobutylmethyl)-N-(5-(trifluoromethyl)-2,3-dihydro-1H-inden-1-yl)benzo[c][2,6]naphthyridin-9-carboxamide